FC=1C=C(C=CC1)N(C(=O)[C@H]1NCC[C@@H]1O)C (2S,3S)-N-(3-fluorophenyl)-3-hydroxy-N-methyl-pyrrolidine-2-carboxamide